1,3,3-trimethyl-1H-indolium perchlorate Cl(=O)(=O)(=O)[O-].C[NH+]1CC(C2=CC=CC=C12)(C)C